benzyl ((3-(3-(2,3-dichlorophenyl)-1-(tetrahydro-2H-pyran-2-yl)-1H-pyrazolo[3,4-b]pyrazin-6-yl)-7-(4-methylthiazol-2-yl)-3-azabicyclo[4.1.0]heptan-7-yl)methyl)carbamate ClC1=C(C=CC=C1Cl)C1=NN(C2=NC(=CN=C21)N2CC1C(C1CC2)(C=2SC=C(N2)C)CNC(OCC2=CC=CC=C2)=O)C2OCCCC2